2-(3-bromo-2-pyridyl)acetonitrile BrC=1C(=NC=CC1)CC#N